C(CCCC)C1CCC(CC1)C1CCC(CC1)C1=CC=C(OC2=CC=C(N)C=C2)C=C1 4-(4-(4'-pentyl-[1,1'-bi(cyclohexane)]-4-yl)phenoxy)aniline